3-((4-methoxybenzyl)amino)pyridazine-4-carboxylic acid ethyl ester C(C)OC(=O)C1=C(N=NC=C1)NCC1=CC=C(C=C1)OC